5-bromo-7-methyl-2,3-dihydro-1H-inden-1-amine BrC=1C=C2CCC(C2=C(C1)C)N